[4-amino-2-(4-fluoroanilino)thiazol-5-yl]-(2-fluorophenyl)methanone NC=1N=C(SC1C(=O)C1=C(C=CC=C1)F)NC1=CC=C(C=C1)F